N-(3-methoxybenzyl)-4-((2-morpholinoethoxy)methyl)-N-(quinolin-7-ylmethyl)aniline COC=1C=C(CN(C2=CC=C(C=C2)COCCN2CCOCC2)CC2=CC=C3C=CC=NC3=C2)C=CC1